(R)-N-(piperidin-3-yl)-4-(9H-purin-6-yl)-3,4-dihydro-2H-1,4-thiazine-6-carboxamide hydrochloride Cl.N1C[C@@H](CCC1)NC(=O)C1=CN(CCS1)C1=C2N=CNC2=NC=N1